4,6-diaminopyrimidine-2-sulfinic acid NC1=NC(=NC(=C1)N)S(=O)O